(1R,3S)-3-[3-({[5-(tri-fluoromethyl)pyridin-2-yl]acetyl}amino)-1H-pyrazol-5-yl]cyclopentyl (1-methylcyclopropyl)-carbamate CC1(CC1)NC(O[C@H]1C[C@H](CC1)C1=CC(=NN1)NC(CC1=NC=C(C=C1)C(F)(F)F)=O)=O